O=C1NC2=CC(=CC=C2C(N1CCC)=O)CN1CCN(CC1)C=1C=CC(=NC1F)C(=O)NC 5-(4-((2,4-dioxo-3-propyl-1,2,3,4-tetrahydroquinazolin-7-yl)methyl)piperazin-1-yl)-6-fluoro-N-methylpyridinecarboxamide